6-ethoxy-2-methyl-2H-pyrazolo[3,4-b]pyridin-5-amine hydrochloride Cl.C(C)OC=1C(=CC=2C(N1)=NN(C2)C)N